Cl.Cl.Cl.[Cl-].[K+] potassium chloride, trishydrochloride